(R)-N-cyclopropyl-N-(5-(5,6,7,8-tetrahydro-1,8-naphthyridin-2-yl)pentyl)pyrrolidin-3-amine C1(CC1)N([C@H]1CNCC1)CCCCCC1=NC=2NCCCC2C=C1